NCC(=O)NC1=C(C2=C(S1)CC(C2)C(=O)OC)C(C2=C(C=CC=C2)F)=O methyl 2-(2-aminoacetamido)-3-(2-fluorobenzoyl)-4H,5H,6H-cyclopenta[b]thiophene-5-carboxylate